(dimethylfluorenyl)[(phenyl)(terphenylyl)triazinylphenyl]dibenzothiophene CC=1C(=C(C=2CC3=CC=CC=C3C2C1)C1=C(C2=C(SC3=C2C=CC=C3)C=C1)C1=C(C(=C(C=C1)C1=CC=CC=C1)C1=C(C=CC=C1)C=1C(=CC=CC1)C1=CC=CC=C1)C1=NN=NC=C1)C